ethyl 5-bromopyrazolo[1,5-a]pyridine-3-carboxylate BrC1=CC=2N(C=C1)N=CC2C(=O)OCC